ClC=1C=CC2=C(CC(CC=3N2C(=NN3)N3CCN(CC3)C3=NC=CC=C3)OC)C1 8-Chloro-5-methoxy-1-[4-(pyridin-2-yl)piperazin-1-yl]-5,6-dihydro-4H-[1,2,4]triazolo[4,3-a][1]benzazepin